C1(=CC=C(C=C1)C1=NC(=NC(=N1)C1=CC=C(C=C1)C1=CC=CC=C1)C1=CC=C(C=C1)Cl)C1=CC=CC=C1 2,4-di([1,1'-biphenyl]-4-yl)-6-(4-chlorophenyl)-1,3,5-triazine